COC(C1=CN=C(C(=C1)CCCO[Si](C)(C)C(C)(C)C)Cl)=O 5-(3-(tert-butyldimethylsilyloxy)propyl)-6-chloronicotinic acid methyl ester